COCCOCC(=O)NC=1C=C(C=CC1)C1=CN=C2N1C=C(C=C2)NC(=O)C2CC2 N-(3-(3-(2-(2-methoxyethoxy)acetamido)phenyl)imidazo[1,2-a]pyridin-6-yl)cyclopropanecarboxamide